9'-hydroxy-2,3,3a',4',5,6-hexahydro-spiro[pyran-4,2'-pyrido[2,1-f]pyrrolo[2,1-c][1,2,4]triazine]-8',10'(1'H,3'H)-dione OC=1C(C=CN2NC3N(C(C21)=O)CC2(C3)CCOCC2)=O